N-(cyclopropylmethyl)-N-methylpyridine-3-carboxamide C1(CC1)CN(C(=O)C=1C=NC=CC1)C